chloromethyl-trimethyl-silicon ClC[Si](C)(C)C